FC1=C(C=C(C=C1)F)[C@@H]1N(C[C@H](C1)F)C1=NNC2=NC=C(C=C21)C=2C=NN(C2)C2CCNCC2 3-((2R,4S)-2-(2,5-difluorophenyl)-4-fluoropyrrolidin-1-yl)-5-(1-(piperidin-4-yl)-1H-pyrazol-4-yl)-1H-pyrazolo[3,4-b]pyridine